C(C(C)C)C1=C(C(=C(S1)S(=O)(=O)NC(OC)=O)C1=CC(=C(C=C1)CN1C(=NC=C1)C)C)C Methyl ((5-isobutyl-4-methyl-3-(3-methyl-4-((2-methyl-1H-imidazol-1-yl)methyl)phenyl)thiophen-2-yl)sulfonyl)carbamate